N-[(3-aminophenyl)methyl]-6-chloro-3-isopropyl-[1,2,4]triazolo[4,3-b]pyridazin-8-amine NC=1C=C(C=CC1)CNC=1C=2N(N=C(C1)Cl)C(=NN2)C(C)C